1,3-dibromo-2-propanone BrCC(CBr)=O